uridinemethanol [C@]1([C@H](O)[C@H](O)[C@@H](CO)O1)(N1C(=O)NC(=O)C=C1)CO